C(C)O\C=C(/C(=O)OCC)\C(C(F)(F)F)=O ethyl (Z)-2-(ethoxymethylene)-4,4,4-trifluoro-3-oxobutyrate